N[C@]1(CN(CC1)C=1C(N(C=C(C1)C=1C(=C(C=C(C1)F)C1=CC(=C(C=C1)N1C(N(C=C1)C)=O)Cl)O)C)=O)C (R)-3-(3-amino-3-methylpyrrolidin-1-yl)-5-(3'-chloro-5-fluoro-2-hydroxy-4'-(3-methyl-2-oxo-2,3-dihydro-1H-imidazol-1-yl)-[1,1'-biphenyl]-3-yl)-1-methylpyridin-2(1H)-one